N-propyl-2-(p-tolyl)benzo[d]imidazo[2,1-b]thiazole-7-carboxamide C(CC)NC(=O)C1=CC2=C(N3C(S2)=NC(=C3)C3=CC=C(C=C3)C)C=C1